rac-N-(4-amino-1H-pyrazolo[4,3-c]pyridin-7-yl)-2-((2R,5S)-2-(isoquinolin-6-yl)-5-methylpiperidin-1-yl)-2-oxoacetamide NC1=NC=C(C2=C1C=NN2)NC(C(=O)N2[C@H](CC[C@@H](C2)C)C=2C=C1C=CN=CC1=CC2)=O |r|